BrC1=CC2=C(C(=N1)NC1CC1)N(C=N2)C(C)C 6-bromo-N-cyclopropyl-3-isopropylimidazo[4,5-c]pyridin-4-amine